CN1N=C(N=C1N1CCOCC1)CCCC1=CC=CC=C1 4-(1-Methyl-3-(3-phenylpropyl)-1H-1,2,4-triazol-5-yl)morpholine